OC1=C2C(C3C(OC2=CC(=C1)O)(C1=CC=C(C=C1)O)O3)=O 2,3-epoxy-5,7,4'-trihydroxyflavanone